3-(5-(Aminomethyl)pyridin-2-yl)piperidine-2,6-dione NCC=1C=CC(=NC1)C1C(NC(CC1)=O)=O